ClC1=CC=C2CCC(C2=C1)=C 6-chloro-1-methylene-2,3-dihydro-1H-indene